ClCC=1C=NN(C1)C1=NC=CC(=C1)OC 2-[4-(chloromethyl)pyrazol-1-yl]-4-methoxypyridine